CC=1C=C2C=3C=CC=CC3P(OC2=C(C1)CC1=CC=CC=C1)=O 6-methyl-8-benzyl-9,10-dihydro-9-oxa-10-phosphaphenanthrene-10-oxide